C(=O)OC1=CC2=C(N(C3=C(CC2)C=CC=C3)CCCCN3C(C2=CC=CC=C2C3=O)=O)C=C1Cl 3-Chloro-5-[4-(1,3-dioxo-1,3-dihydro-isoindol-2-yl)-butyl]-10,11-dihydro-5H-dibenzo[b,f]azepin-2-yl formate